1-(3-fluorobenzofuran-6-yl)-N-methylpropan-2-amine FC1=COC2=C1C=CC(=C2)CC(C)NC